2-butenamide p-toluenesulfonate salt CC1=CC=C(C=C1)S(=O)(=O)O.C(C=CC)(=O)N